11,15,19-Trimethyltritriacontane CC(CCCCCCCCCC)CCCC(CCCC(CCCCCCCCCCCCCC)C)C